3-[({4-[(3-{3-cyano-4-[(propan-2-yl)oxy]phenyl}-1-{[2-(trimethylsilyl)ethoxy]methyl}-1H-pyrrolo[2,3-b]pyridin-4-yl)oxy]-3,5-difluorophenyl}carbamoyl)amino]oxetane-3-carboxamide C(#N)C=1C=C(C=CC1OC(C)C)C1=CN(C2=NC=CC(=C21)OC2=C(C=C(C=C2F)NC(=O)NC2(COC2)C(=O)N)F)COCC[Si](C)(C)C